FC1=C(C(=CC=C1)F)C1=NC=2C(=CN(C(C2C=C1)=O)CC1=CC=C(C=C1)OC)C=C 2-(2,6-difluorophenyl)-6-(4-methoxybenzyl)-8-vinyl-1,6-naphthyridin-5(6H)-one